ethyl 5-bromo-4-((tert-butoxycarbonyl)amino)-1H-pyrrole-2-carboxylate BrC1=C(C=C(N1)C(=O)OCC)NC(=O)OC(C)(C)C